FC1=CC(=CC2=CN(N=C12)C)NC(=O)C=1C=CC(=C2C=NC(=NC12)O)N1C[C@H](N([C@H](C1)C)C(=O)OC(C)(C)C)C tert-butyl (2R,6S)-4-{8-[(7-fluoro-2-methylindazol-5-yl)carbamoyl]-2-hydroxyquinazolin-5-yl}-2,6-dimethylpiperazine-1-carboxylate